(SR)-5-phenyl-N-[(3S)-6,8-difluoro-4-oxo-3,5-dihydro-2H-1,5-benzoxazepin-3-yl]-6,7-dihydro-5H-pyrrolo[1,2-b][1,2,4]triazole-2-carboxamide C1(=CC=CC=C1)[C@@H]1CCC=2N1N=C(N2)C(=O)N[C@H]2COC1=C(NC2=O)C(=CC(=C1)F)F |&1:6|